2-(4,6-dibromo-1-oxophthalazin-2(1H)-yl)-N-(cis-3-hydroxy-3-methylcyclobutyl)acetamide BrC1=NN(C(C2=CC=C(C=C12)Br)=O)CC(=O)NC1CC(C1)(C)O